C12CC(CCC1)OC2=O 3-cyclohexanecarbolactone